[Sn].[Na] sodium-tin